3-Amino-5-(3-fluoro-2-methylphenyl)-2,3,4,9-tetrahydro-1H-carbazole-8-carboxamide NC1CCC=2NC3=C(C=CC(=C3C2C1)C1=C(C(=CC=C1)F)C)C(=O)N